(2S)-N-((1R)-2-((4-tert-butyl-3,5-difluorophenyl)amino)-2-oxo-1-(tetrahydro-2H-pyran-4-yl)ethyl)-2-hydroxypropanamide C(C)(C)(C)C1=C(C=C(C=C1F)NC([C@@H](C1CCOCC1)NC([C@H](C)O)=O)=O)F